2-methyl-1-oxo-1,2-dihydroisoquinolin CN1C(C2=CC=CC=C2C=C1)=O